N-(3-(tert-butyl)-1-(p-tolyl)-1H-pyrazol-5-yl)-6-(imidazo[1,2-a]pyridine-3-carbonyl)-4,5,6,7-tetrahydrothieno[2,3-c]pyridine-3-carboxamide C(C)(C)(C)C1=NN(C(=C1)NC(=O)C1=CSC=2CN(CCC21)C(=O)C2=CN=C1N2C=CC=C1)C1=CC=C(C=C1)C